N-(2-(4-benzylpiperidin-1-yl)ethyl)benzo[d]thiazole-2-carboxamide C(C1=CC=CC=C1)C1CCN(CC1)CCNC(=O)C=1SC2=C(N1)C=CC=C2